O=C1C(=CN=C(N1CC(=O)O)N1CCCCC1)N[C@H](C)C=1OC=C(N1)C1=CC=CC=C1 (R)-2-(6-Oxo-5-((1-(4-phenyloxazol-2-yl)ethyl)amino)-2-(piperidin-1-yl)pyrimidin-1(6H)-yl)acetic acid